C(C)(=O)NC1=CC=C(S1)C1N(CC(CC1)C)C(C(=O)NC=1C=C(C(=NC1)NC(OC(C)(C)C)=O)C)=O tert-butyl N-[5-[[2-[2-(5-acetamido-2-thienyl)-5-methyl-1-piperidyl]-2-oxo-acetyl]amino]-3-methyl-2-pyridyl]carbamate